S(=O)(=O)(C1=CC=C(C)C=C1)N1C=C(C2=CC=CC=C12)C(=O)N 1-tosyl-1H-indole-3-carboxamide